2-(4-methoxyphenyl-amino)-1,4-naphthoquinone COC1=CC=C(C=C1)NC=1C(C2=CC=CC=C2C(C1)=O)=O